2,2'-dinitro diphenyl disulfide C1=CC=C(C(=C1)[N+](=O)[O-])SSC2=CC=CC=C2[N+](=O)[O-]